C(#N)C1=CC(=C(C=C1)COC1=CC=CC(=N1)C1=C(C=C(C=C1)CC=1N(C2=C(N1)C=CC(=C2)C(=O)O)CCOC)C)F 2-{[4-[6-[(4-cyano-2-fluoro-phenyl)methoxy]-2-pyridyl]-3-methyl-phenyl]methyl}-3-(2-methoxyethyl)benzimidazole-5-carboxylic acid